N-((5'H,7'H-spiro[cyclopropane-1,4'-thieno[2,3-c]pyran]-7'-yl)methyl)propane-2-Amine S1C=CC2=C1C(OCC21CC1)CNC(C)C